trifluoromethylbenzene FC(F)(F)C1=CC=CC=C1